FC1=C(C=CC(=C1)CS(=O)(=O)C)[C@H]1COCCCN1C1=NC(=NC(=C1)C)N 4-[(S)-3-(2-fluoro-4-methylsulfonylmethyl-phenyl)-[1,4]oxazepan-4-yl]-6-methyl-pyrimidin-2-ylamine